(3S)-4-{5-cyclopropyl-7H-pyrrolo[2,3-d]pyrimidin-4-yl}-3-methylpiperazine-1-carboxylic acid tert-butyl ester C(C)(C)(C)OC(=O)N1C[C@@H](N(CC1)C=1C2=C(N=CN1)NC=C2C2CC2)C